5-methylsulfinylpyridine-2-carboxylic acid methyl ester COC(=O)C1=NC=C(C=C1)S(=O)C